S1C(=NC2=C1C=CC=C2)NC(=O)C=2C=CC(=C1CCNCC21)OCC2=CC=CC=C2 N-(benzo[d]thiazol-2-yl)-5-(benzyloxy)-1,2,3,4-tetrahydroisoquinoline-8-carboxamide